2-methyl-4-((trimethylsilyl)ethynyl)pyridine CC1=NC=CC(=C1)C#C[Si](C)(C)C